O.[Cl-].NC(CO)CO 2-amino-1,3-propanediol chloride hydrate